(S)-3-(1-hydroxy-prop-2-yl)-6-(6-methylpyridin-3-yl)-8-(pyridin-3-yl)pyrido[3,4-d]pyrimidin-4(3H)-one OC[C@H](C)N1C=NC2=C(C1=O)C=C(N=C2C=2C=NC=CC2)C=2C=NC(=CC2)C